N,N-Dimethyl-5-[[1-[2-(1-piperidinyl)phenyl]ethyl]sulfonyl]thiophene-3-sulfonamide CN(S(=O)(=O)C1=CSC(=C1)S(=O)(=O)C(C)C1=C(C=CC=C1)N1CCCCC1)C